bis(undecan-6-yl)phosphoric acid CCCCCC(CCCCC)OP(OC(CCCCC)CCCCC)(O)=O